C(C)N1CCC(=CC1)C=1C=CC=2N(C(C=C(N2)C2=CC=3N(C=C2)N=C(C3)C)=O)C1 7-(1-ethyl-1,2,3,6-tetrahydropyridin-4-yl)-2-(2-methylpyrazolo[1,5-a]pyridin-5-yl)-4H-pyrido[1,2-a]pyrimidin-4-one